4-methyl-2-(1-phenylvinyl)phenol CC1=CC(=C(C=C1)O)C(=C)C1=CC=CC=C1